C1(=CC(=CC=C1)OC=1C=C(C=CC1)C)C bis-m-toluylether